C(N)(O[C@H](CC1=CC=CC=C1)C)=O (S)-(1-phenylpropan-2-yl) carbamate